[C@@H]1(C[C@H](O)[C@@H](CO)S1)N1C(=O)NC(=O)C(C)=C1 4'-thiothymidine